(2-((2-(2,6-dioxopiperidin-3-yl)-1,3-dioxoisoindolin-5-yl)amino)ethyl)-4-(4-(quinoxalin-2-yl)-1H-pyrazol-1-yl)piperidine-1-carboxamide O=C1NC(CCC1N1C(C2=CC=C(C=C2C1=O)NCCC1N(CCC(C1)N1N=CC(=C1)C1=NC2=CC=CC=C2N=C1)C(=O)N)=O)=O